(S)-tert-butyl 4-(7-cyclohexyl-5-iodo-7H-pyrrolo[2,3-d]pyrimidin-4-yl)-3-methylpiperazine-1-carboxylate C1(CCCCC1)N1C=C(C2=C1N=CN=C2N2[C@H](CN(CC2)C(=O)OC(C)(C)C)C)I